methyl-N-{[6-(4-chlorophenyl)-2-(3-fluorophenyl)-3-oxo-2,3-dihydropyridazin-4-yl]carbonyl}-L-serine CN([C@@H](CO)C(=O)O)C(=O)C=1C(N(N=C(C1)C1=CC=C(C=C1)Cl)C1=CC(=CC=C1)F)=O